imidazo[1,2-a]pyrazin-2-carboxylic acid ethyl ester C(C)OC(=O)C=1N=C2N(C=CN=C2)C1